BrC1=CC(=C(C=C1)OC(F)(F)F)F 4-bromo-2-fluoro-1-(trifluoromethoxy)benzene